4-cyclopropylmethylnaphthalene C1(CC1)CC1=CC=CC2=CC=CC=C12